N1(CN(CN(C1)C(CNC(CCOCCNC(CCl)=O)=O)=O)C(CNC(CCOCCNC(CCl)=O)=O)=O)C(CNC(CCOCCNC(CCl)=O)=O)=O N,N',N''-((1,3,5-triazinane-1,3,5-triyl)tris(2-oxoethane-2,1-diyl))tris(3-(2-(2-chloroacetamido)ethoxy)propanamide)